3-((7-(5-cyano-2,3-dihydrobenzofuran-7-yl)-3-(hydroxycarbamoyl)quinolin-4-yl)amino)-5-((tetrahydro-2H-pyran-4-yl)oxy)benzoic acid C(#N)C=1C=C(C2=C(CCO2)C1)C1=CC=C2C(=C(C=NC2=C1)C(NO)=O)NC=1C=C(C(=O)O)C=C(C1)OC1CCOCC1